O.O.O.O.NC1=CC(=CC=2C(C3=CC=CC=C3C(C12)=O)=O)S(=O)(=O)O 1-amino-anthraquinone-3-sulfonic acid tetrahydrate